5,10,15,20-tetra(p-hydroxyphenyl)porphyrin OC1=CC=C(C=C1)C=1C2=CC=C(N2)C(=C2C=CC(C(=C3C=CC(=C(C=4C=CC1N4)C4=CC=C(C=C4)O)N3)C3=CC=C(C=C3)O)=N2)C2=CC=C(C=C2)O